(S)-2-(4-(3-(methylamino)-1-(thiophen-2-yl)propoxy)benzyl)-2,3,4,5-tetrahydro-1H-pyrrolo[1,2-a][1,4]diazepin-1-one CNCC[C@H](OC1=CC=C(CN2C(C=3N(CCC2)C=CC3)=O)C=C1)C=1SC=CC1